(1S)-1-(5-fluoropyridin-2-yl)ethyl methanesulfonate CS(=O)(=O)O[C@@H](C)C1=NC=C(C=C1)F